N-((1S,2R)-2-((4-bromo-2-(methylcarbamoyl)-6-nitrophenyl)amino)cyclohexyl)-7-methyl-2-oxo-1,2-dihydroquinoline-4-carboxamide BrC1=CC(=C(C(=C1)[N+](=O)[O-])N[C@H]1[C@H](CCCC1)NC(=O)C1=CC(NC2=CC(=CC=C12)C)=O)C(NC)=O